NC1=C(C=O)C=CN=C1C(C)C 3-amino-2-isopropyl-isonicotinaldehyde